ClC1=NC(=NC(=C1CO)NC1CCCC2=C1N=C(S2)C2CCCCC2)C2CC2 (4-chloro-6-((2-cyclohexyl-4,5,6,7-tetrahydrobenzo[d]thiazol-4-yl)amino)-2-cyclopropylpyrimidin-5-yl)methanol